S(=O)(=O)(OCCCCCCCC\C=C/CCCCCCCC)[O-].[Na+] sodium (9Z)-octadec-9-en-1-yl sulfate